1-[2-cyano-4-(trifluoromethyl)phenyl]-4-{2'-ethoxy-[2,3'-bipyridinyl]-5-yl}-N-[(3R)-pyrrolidin-3-yl]piperidine-4-carboxamide C(#N)C1=C(C=CC(=C1)C(F)(F)F)N1CCC(CC1)(C(=O)N[C@H]1CNCC1)C=1C=CC(=NC1)C=1C(=NC=CC1)OCC